7-cyclopentyl-5-fluoro-N-((3R,4R)-3-fluoropiperidin-4-yl)pyrrolo[2,1-f][1,2,4]triazin-2-amine 2,2,2-trifluoroacetate FC(C(=O)O)(F)F.C1(CCCC1)C1=CC(=C2C=NC(=NN21)N[C@H]2[C@@H](CNCC2)F)F